N-(cis-1-(2,2-dimethylpropanoyl)-2-((2-phenyl-1,3-thiazol-4-yl)methyl)pyrrolidin-3-yl)methanesulfonamide CC(C(=O)N1[C@H]([C@H](CC1)NS(=O)(=O)C)CC=1N=C(SC1)C1=CC=CC=C1)(C)C